C(C)OC1=CC=C(C=C1)C=1N=C(C2=CC=CC=C2C1)C(=O)NCCCN1C[C@H](CC1)F (S)-3-(4-ethoxyphenyl)-N-(3-(3-fluoropyrrolidin-1-yl)propyl)isoquinoline-1-carboxamide